trans-styryl-benzofuranone C(=C\C1=CC=CC=C1)/C1C(OC2=C1C=CC=C2)=O